C1(=CC(=CC(=C1)C#CC1=CC=C(C(=O)[O-])C=C1)C#CC1=CC=C(C(=O)[O-])C=C1)C#CC1=CC=C(C(=O)[O-])C=C1 4,4',4''-(benzene-1,3,5-triyl-tris(ethyne-2,1-diyl))tribenzoate